2-(5-(cyclopropylmethyl)-3-(3-(phenylamino)phenyl)-4-(4-sulfamoylbenzyl)-1H-pyrazol-1-yl)thiazole-4-carboxylic acid C1(CC1)CC1=C(C(=NN1C=1SC=C(N1)C(=O)O)C1=CC(=CC=C1)NC1=CC=CC=C1)CC1=CC=C(C=C1)S(N)(=O)=O